O=C1N(CC2=CC(=CC=C12)C1CCN(CC1)C(CC1=CC=CC=C1)=O)C1C(NC(CC1)=O)=O 3-(1-oxo-5-(1-(2-phenylacetyl)piperidin-4-yl)isoindolin-2-yl)piperidine-2,6-dione